C(C1=CN=CC=C1)(=O)O[C@H]1[C@@H](O[C@@H]([C@H]1OC(C1=CN=CC=C1)=O)COC(C1=CN=CC=C1)=O)[N+]1=CC(=CC=C1)C(=O)O 1-((2r,3r,4r,5r)-3,4-bis(nicotinoyloxy)-5-((nicotinoyloxy)methyl)tetrahydrofuran-2-yl)-3-carboxypyridin-1-ium